NN1C=NC=2N(C=NC2C1=O)COCCO Amino-1,9-dihydro-9-((2-hydroxyethoxy)methyl)-6H-Purin-6-one